heneicosyl alcohol phosphate P(=O)(O)(O)OCCCCCCCCCCCCCCCCCCCCC